NCCOC=1C=C(C=CC1F)NC(C1=C(C=C(C(=C1)C(F)(F)F)C1CC1)OC1=C(C=C(C=C1)F)C)=O N-(3-(2-Aminoethoxy)-4-fluorophenyl)-4-cyclopropyl-2-(4-fluoro-2-methylphenoxy)-5-(trifluoromethyl)benzamide